[I-].C(C)[N+]1(CCC(CC1)=O)C ethyl-1-methyl-4-oxopiperidin-1-ium iodide